2-{3-[(4-methane-sulfonyl-2-methoxy-phenyl)amino]prop-1-yn-1-yl}-N-[(1R,4R)-4-{2-oxa-7-azaspiro[3.5]nonan-7-yl}cyclohexyl]-1-(2,2,2-trifluoroethyl)-1H-indol-4-amine CS(=O)(=O)C1=CC(=C(C=C1)NCC#CC=1N(C=2C=CC=C(C2C1)NC1CCC(CC1)N1CCC2(COC2)CC1)CC(F)(F)F)OC